2-((3-chlorophenyl)amino)-2-oxoethyl 4-isocyanobenzoate [N+](#[C-])C1=CC=C(C(=O)OCC(=O)NC2=CC(=CC=C2)Cl)C=C1